(2S,4R)-N-(3-bromo-6,7,8,9-tetrahydro-5H-benzo[7]annulen-6-yl)-1-[(2R)-2-(4-cyclopropyltriazol-1-yl)-3,3-dimethyl-butanoyl]-4-hydroxy-pyrrolidine-2-carboxamide BrC1=CC2=C(CCCC(C2)NC(=O)[C@H]2N(C[C@@H](C2)O)C([C@@H](C(C)(C)C)N2N=NC(=C2)C2CC2)=O)C=C1